FC(C(C(S(=O)(=O)[O-])(F)F)(F)F)F.[Na+] sodium hexafluoropropanesulfonate